The molecule is an aromatic ether that is quinoline substituted at position 6 by a methoxy group. It is a member of quinolines and an aromatic ether. COC1=CC2=C(C=C1)N=CC=C2